(R)-3-(1-(1-acryloylpiperidin-3-yl)-4-amino-1H-pyrazolo[3,4-d]pyrimidin-3-yl)-N-(3-methyl-4-(1-methylethyl))benzamide CC1=C(C=CC(=C1)NC(=O)C2=CC=CC(=C2)C3=NN(C4=NC=NC(=C34)N)[C@@H]5CCCN(C5)C(=O)C=C)C(C)C